lithium 4-methylpiperazine salt CN1CCNCC1.[Li]